racemic-trans-3-((tert-butoxycarbonyl)amino)cyclohexanecarboxylic acid C(C)(C)(C)OC(=O)N[C@@H]1C[C@H](CCC1)C(=O)O |r|